C(C)[C@@H]1N(C[C@H](N(C1)C(C)C1=NC=C(C=C1F)OC(C)C)CC)C=1C=2C(N(C(C1)=O)C)=CN(N2)CC#N 2-(7-((2S,5R)-2,5-diethyl-4-(1-(3-fluoro-5-isopropoxypyridin-2-yl)ethyl)piperazin-1-yl)-4-methyl-5-oxo-4,5-dihydro-2H-pyrazolo[4,3-b]pyridin-2-yl)acetonitrile